N-(7-chloro-1-oxo-1,2-dihydroisoquinolin-6-yl)-2-(cyclopropylamino)-2-phenylacetamide ClC1=C(C=C2C=CNC(C2=C1)=O)NC(C(C1=CC=CC=C1)NC1CC1)=O